[1-(quinolin-4-yl) piperidin-4-yl]Methyl mesylate S(C)(=O)(=O)OCC1CCN(CC1)C1=CC=NC2=CC=CC=C12